ClC1=C(C=CC(=C1)F)C1=CC(OC2=CC(=CC=C12)OC(C(=O)N1CC(CCC1)S(=O)(=O)N)C)=O 1-[2-[4-(2-chloro-4-fluoro-phenyl)-2-oxo-chromen-7-yl]oxypropanoyl]piperidine-3-sulfonamide